tert-butyl N-(1,1,2,2-tetradeuterio-2-hydroxy-ethyl)carbamate [2H]C(C(O)([2H])[2H])([2H])NC(OC(C)(C)C)=O